1,4-bis(3-(2-(2-propoxyethoxy)ethoxy)prop-1-en-2-yl)benzene C(CC)OCCOCCOCC(=C)C1=CC=C(C=C1)C(=C)COCCOCCOCCC